1-Bromotriphenylene BrC1=CC=CC=2C3=CC=CC=C3C3=CC=CC=C3C12